2,2,3,3,3-Pentafluoropropanoic acid FC(C(=O)O)(C(F)(F)F)F